7-chloro-1-(pyridazin-3-yl)quinazolin-2,4(1H,3H)-dione ClC1=CC=C2C(NC(N(C2=C1)C=1N=NC=CC1)=O)=O